CC=1N=CN(C1)C=1C=CC2=C(N=C(O2)C2=CC(=NC=C2)C(=O)O)C1 4-(5-(4-methyl-1H-imidazol-1-yl)benzo[d]oxazol-2-yl)picolinic acid